O1CS(C2=C1C=CC=C2)=O 2H-benzo[d][1,3]oxathiole 3-oxide